(1RS,2RS)-2-tert-butyl-N-[[(2S)-2-(3-cyanophenyl)oxetan-2-yl]methyl]cyclopropanecarboxamide C(C)(C)(C)[C@H]1[C@@H](C1)C(=O)NC[C@@]1(OCC1)C1=CC(=CC=C1)C#N |&1:4,5|